C(C)(C)(C)OC(CN1C=CC2=CC(=CC=C12)OCC1CCN(CC1)C1=NC=C(C=C1)[N+](=O)[O-])=O 2-(5-((1-(5-Nitropyridin-2-yl)piperidin-4-yl)methoxy)-1H-indol-1-yl)acetic acid tert-butyl ester